(Z)-5-(4-hydroxy-3-methoxybenzylidene)-3-(2-(octahydro-2H-isoindol-2-yl)-2-oxoethyl)thiazolidine-2,4-dione OC1=C(C=C(\C=C/2\C(N(C(S2)=O)CC(=O)N2CC3CCCCC3C2)=O)C=C1)OC